N-Cyclopropyl-N-((4aS,6S)-1-(4-fluorophenyl)-4a-(4-fluoropicolinoyl)-4,4a,5,6,7,8-hexahydro-1H-benzo[f]indazol-6-yl)-1-methyl-1H-imidazole-4-sulfonamide C1(CC1)N(S(=O)(=O)C=1N=CN(C1)C)[C@H]1CCC=2[C@](CC=3C=NN(C3C2)C2=CC=C(C=C2)F)(C1)C(C1=NC=CC(=C1)F)=O